FC1=CC(=C(C=C1)O)[C@@H]1N(C[C@H](C1)F)C=1C=CC=2N(N1)C(=CN2)C2=NC=CC(=N2)CO 4-fluoro-2-((2R,4S)-4-fluoro-1-(3-(4-(hydroxymethyl)pyrimidin-2-yl)imidazo[1,2-b]pyridazin-6-yl)pyrrolidin-2-yl)phenol